CCCCC(=O)O 5-pentanoic acid